CC1=NC=C(C=C1)N1CCN(CC1)CC1=C(C=2NC(C=3C=CC=CC3C2S1)=O)C methyl-5-(4-((3-methyl-5-oxo-4,5-dihydrothieno[3,2-c]isoquinolin-2-yl)methyl)piperazin-1-yl)pyridine